2-chloro-4-phenyl-6-(spiro[fluorene-9,9'-xanthen]-2'-yl)-1,3,5-Triazine ClC1=NC(=NC(=N1)C1=CC=CC=C1)C1=CC=2C3(C4=CC=CC=C4OC2C=C1)C1=CC=CC=C1C=1C=CC=CC13